(2S)-N-benzyl-2-(3-(dimethyl-amino)-2,5-dioxopyrrolidin-1-yl)propanamide hydrochloride Cl.C(C1=CC=CC=C1)NC([C@H](C)N1C(C(CC1=O)N(C)C)=O)=O